((6-methyl-4-(methylthio)-2-oxo-1,2-dihydropyridin-3-yl)methyl)-5-((N-methylvinylsulfonamido)methyl)benzamide CC1=CC(=C(C(N1)=O)CC1=C(C(=O)N)C=C(C=C1)CN(S(=O)(=O)C=C)C)SC